(4-Isopropyl-3-methoxyphenyl)boronic acid C(C)(C)C1=C(C=C(C=C1)B(O)O)OC